NC[C@]1([C@H]([C@@H](N[C@H]1CC(C)(C)C)C(=O)NC1=C(C=C(C(=O)OC)C=C1)OC)C1=C(C=CC=C1)Cl)C1=C(C=CC(=C1)OC)F methyl 4-((2R,3S,4S,5S)-4-(aminomethyl)-3-(2-chlorophenyl)-4-(5-methoxy-2-fluorophenyl)-5-neopentylpyrrolidine-2-carboxamido)-3-methoxybenzoate